2-Bromopropionic acid magnesium salt [Mg+2].BrC(C(=O)[O-])C.BrC(C(=O)[O-])C